tert-butyl 4-(5-(hydroxymethyl)-1H-1,2,4-triazol-1-yl)butanoate OCC1=NC=NN1CCCC(=O)OC(C)(C)C